2-(bicyclo[1.1.1]pentan-1-yl)-6-bromo-4-fluoro-1-isopropyl-1H-benzo[d]imidazole C12(CC(C1)C2)C2=NC1=C(N2C(C)C)C=C(C=C1F)Br